FC(S(=O)(=O)[O-])(F)F.C(C1=CC=CC=C1)N1C(=[N+](C=C1)C)C 1-benzyl-2,3-dimethylimidazolium trifluoromethanesulfonate